(4-Hydroxyquinolin-6-yl)acetic acid OC1=CC=NC2=CC=C(C=C12)CC(=O)O